FC(C(=O)O)(F)F.FC=1C2=CN(N=C2C=CC1NC(=O)N1CCC=2C1=NC=CC2N2CCNCC2)C N-(4-fluoro-2-methyl-2H-indazol-5-yl)-4-(piperazin-1-yl)-2,3-dihydro-1H-pyrrolo[2,3-b]pyridine-1-carboxamide 2,2,2-trifluoroacetate